N-(4-cyano-2-(trifluoromethyl)benzyl)-1-phenethylpiperidine-4-carboxamide C(#N)C1=CC(=C(CNC(=O)C2CCN(CC2)CCC2=CC=CC=C2)C=C1)C(F)(F)F